C(CCCCCCC\C=C/C[C@H](O)CCCCCC)(=O)O.OCC(O)CO.OCC(O)CO.OCC(O)CO.OCC(O)CO tetra-glycerin ricinoleate